C(C)OP(=O)(OCC)CC(=O)OCC Ethyl 2-(diethyl phosphono)acetate